3-[[2-(2-Methoxyethoxy)-6-methyl-4-pyridyl]amino]-5-(methylamino)-6-(3-methylimidazo[4,5-c]pyridin-7-yl)pyrazine-2-carboxamide COCCOC1=NC(=CC(=C1)NC=1C(=NC(=C(N1)NC)C=1C2=C(C=NC1)N(C=N2)C)C(=O)N)C